4-(3-cyano-4-isobutoxy-phenyl)-1H-imidazole-2-carboxylic acid C(#N)C=1C=C(C=CC1OCC(C)C)C=1N=C(NC1)C(=O)O